CC=1C=C(CNN)C=C(C1)C 3,5-dimethylbenzylhydrazine